5-Chloro-N-(1-((1-methyl-1H-imidazol-4-yl)sulfonyl)piperidin-4-yl)-4-(1-(2-methyl-6-((4-methylpiperazin-1-yl)methyl)pyridin-3-yl)-1H-pyrazol-4-yl)pyrimidin-2-amine ClC=1C(=NC(=NC1)NC1CCN(CC1)S(=O)(=O)C=1N=CN(C1)C)C=1C=NN(C1)C=1C(=NC(=CC1)CN1CCN(CC1)C)C